CC1=C(C=CC=C1C)C1=C(C=C2C(=N1)C(=NN2)C=2C=CC(=NC2)N2C[C@H]1N(CC2)C[C@@H](C1)O)OC (7R,8aS)-2-(5-(5-(2,3-dimethylphenyl)-6-methoxy-1H-pyrazolo[4,3-b]pyridin-3-yl)pyridin-2-yl)octahydropyrrolo[1,2-a]pyrazin-7-ol